CC=1N=C(C2=C(N1)C=NC(=C2)N2CCN(CC2)C)N[C@H](C)C2=C(C(=CC=C2)C(F)(F)F)C 2-methyl-6-(4-methylpiperazin-1-yl)-N-{(1R)-1-[2-methyl-3-(trifluoromethyl)phenyl]ethyl}pyrido[3,4-d]pyrimidin-4-amine